methyl (3S,4S) and (3R,4R)-3-(3-bromo-4-hydroxyphenyl)-2-(4-(tert-butyl)-3-chlorophenyl)-7-fluoro-1-oxo-1,2,3,4-tetrahydroisoquinoline-4-carboxylate BrC=1C=C(C=CC1O)[C@H]1N(C(C2=CC(=CC=C2[C@@H]1C(=O)OC)F)=O)C1=CC(=C(C=C1)C(C)(C)C)Cl |r|